C1(CC=CCCO1)=O gamma-hexenolide